FC1=CC=C(C=C1)C(N1[C@H](CN(CC1)C1=C(C(N(C2=CC=C(N=C12)Br)C)=O)C#N)C)C1=CC=C(C=C1)F (S)-4-(4-(bis(4-fluorophenyl)methyl)-3-methylpiperazin-1-yl)-6-bromo-1-methyl-2-oxo-1,2-dihydro-1,5-naphthyridine-3-carbonitrile